COC(=O)C1(C(CC1)N1C[C@H](CCC1)C1CNC1)C ((1R,3R)-3-(azetidin-3-yl)piperidin-1-yl)-1-methylcyclobutane-1-carboxylic acid methyl ester